Cl.CNC1=C(C=NN1)C(=O)N 5-(methylamino)-1H-pyrazole-4-carboxamide hydrochloride